O[C@H](C(=O)O)C (S)-2-Hydroxypropionic acid